tert-butyl methyl((8-oxo-7-(tetrahydro-2H-pyran-4-yl)-7,8-dihydroimidazo[1,2-a]pyrazin-2-yl)methyl)carbamate CN(C(OC(C)(C)C)=O)CC=1N=C2N(C=CN(C2=O)C2CCOCC2)C1